ClC1=C(C=C(C(=C1)F)N1C(N(C(=CC1=O)C(F)(F)F)C)=O)\C=N\O[C@@H](C(=O)OC)C methyl (2R)-2-[(E)-[2-chloro-4-fluoro-5-[3-methyl-2,6-dioxo-4-(trifluoromethyl)pyrimidin-1-yl]phenyl]methyleneamino]oxypropanoate